CC=1SC(=C(N1)C)C(=O)N1CC2(CN(C2)C(=O)OC(C)(C)C)C(C1)C(=O)OCC 2-(tert-butyl) 8-ethyl 6-(2,4-dimethylthiazole-5-carbonyl)-2,6-diazaspiro[3.4]octane-2,8-dicarboxylate